(E)-non-2-ene C\C=C\CCCCCC